Cl.CC1=NC=NC=C1NC=1C=CC=C2CCNCC12 N-(4-methylpyrimidin-5-yl)-1,2,3,4-tetrahydroisoquinolin-8-amine hydrochloride